rel-N-{(3S,4S)-4-[(3'-fluoro[1,1'-biphenyl]-3-yl)methyl]-7-methyl-6-oxo-1,3,4,6-tetrahydro-2H-quinolizin-3-yl}methanesulfonamide FC=1C=C(C=CC1)C1=CC(=CC=C1)C[C@H]1[C@H](CCC2=CC=C(C(N12)=O)C)NS(=O)(=O)C |o1:14,15|